NC1=NC(=CC(=N1)N1CCC2(C[C@H](NC2)C(=O)O)CC1)O[C@@H](C(F)(F)F)C=1C=C(C=CC1N1N=C(C=C1)C)C1=CC=C(C=C1)Cl (S)-8-(2-amino-6-((R)-1-(4'-chloro-4-(3-methyl-1H-pyrazol-1-yl)-[1,1'-biphenyl]-3-yl)-2,2,2-trifluoroethoxy)pyrimidin-4-yl)-2,8-diazaspiro[4.5]decane-3-carboxylic acid